3-(4-((2-(2-(2-((2-(4-((6-(benzyloxy)-2-(4-(methylsulfonyl)phenyl)naphthalene-1-yl)oxy)phenoxy)ethyl)(ethyl)amino)ethoxy)ethoxy)ethyl)amino)-1-Oxoisoindol-2-yl)piperidine-2,6-dione C(C1=CC=CC=C1)OC=1C=C2C=CC(=C(C2=CC1)OC1=CC=C(OCCN(CCOCCOCCNC2=C3CN(C(C3=CC=C2)=O)C2C(NC(CC2)=O)=O)CC)C=C1)C1=CC=C(C=C1)S(=O)(=O)C